(Z)-5-fluoro-3-(hydroxyimino)-1-(1-(4-(propan-2-ylidene)cyclohexyl)piperidin-4-yl)indolin-2-one FC=1C=C2/C(/C(N(C2=CC1)C1CCN(CC1)C1CCC(CC1)=C(C)C)=O)=N/O